1,2-difluoro-4-(1-methylcyclopropyloxy)-5-nitrobenzene FC1=C(C=C(C(=C1)[N+](=O)[O-])OC1(CC1)C)F